CC1(SCCN1)C(=O)O 2-METHYL-2-THIAZOLIDINECARBOXYLIC ACID